C(C1=CC=CC=C1)OC(CCCCCCCCCC[C@@](C(=O)NCCC(=O)O)(CCCCCCCCCCC)C(=O)OCC1=CC=CC=C1)=O |o1:19| 3-[[rel-(2R)-13-benzyloxy-2-benzyloxycarbonyl-13-oxo-2-undecyl-tridecanoyl]amino]propanoic acid